C(C)(C)(C)OC(=O)N[C@H](C(CC(=O)OCC1=CC=CC=C1)=O)CC1=CC=CC=C1 Benzyl (4S)-4-{[(tert-butoxy)carbonyl]amino}-3-oxo-5-phenylpentanoate